CC1=CC(=CC2=C1N=C(S2)NC(=O)C2CCN(CC2)S(=O)(=O)C2=CC=C(C)C=C2)C N-(4,6-dimethylbenzo[d]thiazol-2-yl)-1-tosylpiperidine-4-carboxamide